(Z)-3-((1H-benzo[d]imidazol-2-yl)methylene)-5-(8-methyl-2,3-dihydro-1H-pyrido[2,3-b][1,4]oxazin-7-yl)indolin-2-one N1C(=NC2=C1C=CC=C2)\C=C\2/C(NC1=CC=C(C=C21)C2=C(C1=C(OCCN1)N=C2)C)=O